3-(2-chloro-3-((N-methylsulfamoyl) amino) benzyl)-4-((dimethylamino) methyl)-2-oxo-2H-benzopyran-7-yl dimethylcarbamate CN(C(OC1=CC2=C(C(=C(C(O2)=O)CC2=C(C(=CC=C2)NS(NC)(=O)=O)Cl)CN(C)C)C=C1)=O)C